N(=[N+]=[N-])CCCCCOC(C(C)(C)C)C1=C(C=CC(=C1)CO)C1=C(C=CC(=C1)OC)F (2-(1-((5-azidopentyl)oxy)-2,2-dimethylpropyl)-2'-fluoro-5'-methoxy-[1,1'-biphenyl]-4-yl)methanol